C(C)[C@]1(NC(N(C(C1)=O)[C@@H]1C[C@H](C2=CC=C(C=C12)C(=O)N[C@H]1[C@@H](C(OC2=CC=CC=C12)(C)C)O)C)=N)C (1R,3R)-3-[(4R)-4-ethyl-2-imino-4-methyl-6-oxo-hexahydropyrimidin-1-yl]-N-[(3S,4R)-3-hydroxy-2,2-dimethyl-chroman-4-yl]-1-methyl-indane-5-carboxamide